C(C)N1C(=C(C2=CC(=CC=C12)B1OC(C(O1)(C)C)(C)C)CC(CO)(C)C)C=1C(=NC=C(C1)N1CCN(CC1)C)[C@H](C)OC 3-(1-ethyl-2-{2-[(1S)-1-methoxyethyl]-5-(4-methylpiperazin-1-yl)pyridin-3-yl}-5-(tetramethyl-1,3,2-dioxaborolan-2-yl)-1H-indol-3-yl)-2,2-dimethylpropan-1-ol